NCC1=C(C(=O)O)C=CC=C1 2-(aminomethyl)-benzoic acid